4,5-Difluoro-4'-methyl-[1,1'-biphenyl]-2-carbonitrile FC=1C=C(C(=CC1F)C1=CC=C(C=C1)C)C#N